(S)-3-(3-(benzyloxy)-4-nitrophenyl)-N2,N2-dimethylpropane-1,2-diamine C(C1=CC=CC=C1)OC=1C=C(C=CC1[N+](=O)[O-])C[C@@H](CN)N(C)C